4-(3-(2,8-Diazaspiro[4.5]decan-8-carbonyl)-1-(p-tolyl)-1H-pyrazol-5-yl)benzonitril C1NCCC12CCN(CC2)C(=O)C2=NN(C(=C2)C2=CC=C(C#N)C=C2)C2=CC=C(C=C2)C